C(C)(C)(C)OC(=O)N1CCNCC(C1)(F)F 6,6-difluoro-1,4-diazepan-1-carboxylic acid tert-butyl ester